F[C@H]1C[C@H](N(C1)C(CN1C[C@H](CC1)NC1=C2C=CC=NC2=CC=C1)=O)C#N (2S,4S)-4-fluoro-1-[2-[(3S)-3-(5-quinolylamino)pyrrolidin-1-yl]acetyl]pyrrolidine-2-carbonitrile